C1(CC1)C1=C(C=C(C=C1OC1CCOCC1)F)C(C(=O)OC(C)(C)C)N1CC(C1)OCCCCCC1=NC=2NCCCC2C=C1 tert-butyl 2-(2-cyclopropyl-5-fluoro-3-(tetrahydro-2H-pyran-4-yloxy)phenyl)-2-(3-(5-(5,6,7,8-tetrahydro-1,8-naphthyridin-2-yl)pentyloxy)azetidin-1-yl)acetate